C(C)(C)(C)C=1C=C(C=O)C=C(C1)C(C)(C)C 3,5-bis(t-butyl)benzaldehyde